(R)-N-(6-chloro-1-cyclobutyl-1H-benzo[d]imidazol-2-yl)-3-hydroxy-3-phenylbutanamide ClC=1C=CC2=C(N(C(=N2)NC(C[C@](C)(C2=CC=CC=C2)O)=O)C2CCC2)C1